ClC1=NC=C2C=C(C(N(C2=C1)C1CCCC1)=O)C#N 7-chloro-1-cyclopentyl-2-oxo-1,2-dihydro-1,6-naphthyridine-3-carbonitrile